O=C1C=CC=C(N1)C1=NC=CC=N1 2-(6-oxo-1,6-dihydropyridin-2-yl)pyrimidin